3-trimethoxysilylpropionic acid anhydride CO[Si](CCC(=O)OC(CC[Si](OC)(OC)OC)=O)(OC)OC